FC(C=1C=CC=2N(N1)C(=CN2)C2=CC(=NC=N2)N2[C@@H]([C@@H](C[C@@H](C2)C)CS(=O)(C)=N)C)F (((2R,3R,5S)-1-(6-(6-(Difluoromethyl)imidazo[1,2-b]pyridazin-3-yl)pyrimidin-4-yl)-2,5-dimethylpiperidin-3-yl)methyl)(imino)(methyl)-λ6-sulfanone